C(C)OC(CCCCCCC\C=C/[13CH2]\C=C/CCCCC)=O [11-13C]-linoleic acid ethyl ester